CC1(OB(OC1(C)C)C=1C=C(C#N)C=CC1)C 3-(4,4,5,5-tetramethyl-1,3,2-dioxaborolane-2-yl)benzonitrile